(S)-1-((1,4-dioxan-2-yl)methyl)-4-chloro-N-(2-fluoro-6-methyl-4-(phenylethynyl)phenyl)-1H-pyrazole-5-carboxamide O1[C@H](COCC1)CN1N=CC(=C1C(=O)NC1=C(C=C(C=C1C)C#CC1=CC=CC=C1)F)Cl